Cl.ClC=1C=2N(C=C(C1)C1=CC3=CN(N=C3C(=C1)F)C1CCNCC1)C=C(N2)C 5-(8-chloro-2-methylimidazo[1,2-a]pyridin-6-yl)-7-fluoro-2-(piperidin-4-yl)-2H-indazole hydrochloride salt